[N+](=O)([O-])C=1C=C(C=CC1)CC(=O)C=1SC=CN1 2-(3-nitrophenyl)-1-(thiazol-2-yl)ethan-1-one